[Br-].C(CCCCCCCCCCC)[N+](C)(C)CCCCCCCCCCCC didodecyl-dimethylammonium bromide